ClC=1C=C(NC2=C(C=NC3=CC(=C(C=C23)NC(C=CCN(C)C)=O)OCC)C#N)C=CC1OCC1=NC=CC=C1 N-{4-[3-chloro-4-(2-pyridinylmethoxy)anilino]-3-cyano-7-ethoxy-6-quinolinyl}-4-(dimethylamino)-2-butenamide